FC=1C=C(C=CC1F)[C@H](C)NC(=O)C1=NC(=CN=C1N)C#N 3-Amino-6-cyano-pyrazine-2-carboxylic acid [(S)-1-(3,4-difluorophenyl)-ethyl]-amide